S(=O)(=O)(ON1[C@@H]2CC[C@H](N(C1=O)C2)C(NC(C2=CN=CC=C2)=O)=N)O (2S,5R)-2-(N-nicotinoylcarbamimidoyl)-7-oxo-1,6-diazabicyclo[3.2.1]octan-6-yl hydrogen sulfate